(S)-2-((4-(6-((5-cyanopyridin-2-yl)methoxy)pyrazin-2-yl)piperazin-1-yl)methyl)-1-(oxetan-2-ylmethyl)-1H-benzo[d]imidazole-6-carboxylic acid C(#N)C=1C=CC(=NC1)COC1=CN=CC(=N1)N1CCN(CC1)CC1=NC2=C(N1C[C@H]1OCC1)C=C(C=C2)C(=O)O